(R) or (S)-N'-((1,2,3,5,6,7-hexahydro-s-indacen-4-yl)carbamoyl)-2-methyl-1,2,3,4-tetrahydroisoquinoline-7-sulfonimidamide C1CCC2=C(C=3CCCC3C=C12)NC(=O)N=[S@](=O)(N)C1=CC=C2CCN(CC2=C1)C |o1:16|